BrC=1C=C(C(=O)NC23CC(C2)(C3)C=3OC2=C(N3)C=C(C=C2)Cl)C=CC1 3-bromo-N-[3-(5-chloro-1,3-benzoxazol-2-yl)-1-bicyclo[1.1.1]pentanyl]benzamide